ClC=1C(=C(C(=CC1)OC)C1=CC(=NC=C1C(=O)NC=1SC(=NN1)SC[C@H](C)O)C)F 4-(3-Chloro-2-fluoro-6-methoxyphenyl)-N-(5-(((S)-2-hydroxypropyl)thio)-1,3,4-thiadiazol-2-yl)-6-methylnicotinamide